CC1(OC(C=CC1=O)(C)C)C 3,6-dihydro-2,2,6,6-tetra-methyl-2H-pyran-3-one